C(C=C)(=O)N[C@@H]1[C@@H](CCCC1)NC(=O)C=1SC=2N=CC=C3N(C(NC1C23)=O)C=2C(=NC(=CC2)OC=2N=NC=CC2)C N-((1R,2S)-2-acrylamidocyclohexyl)-5-(2-methyl-6-(pyridazin-3-yloxy)pyridin-3-yl)-4-oxo-4,5-dihydro-3H-1-thia-3,5,8-triazaacenaphthylene-2-carboxamide